C1=CC=CC=2C3=CC=CC=C3C(C12)COC(=O)N[C@H](C(=O)N(C)[C@H](C(=O)OC(C)(C)C)C)C tert-butyl (2S)-2-[(2S)-2-({[(9H-fluoren-9-yl)methoxy]carbonyl}amino)-N-methylpropanamido]propanoate